7-cyclopropyl-3-[1-(2,2,3,3,3-pentafluoropropyl)-1H-pyrazol-4-yl]-2-(trifluoromethyl)-4H-pyrido[1,2-a]pyrimidin-4-one C1(CC1)C=1C=CC=2N(C(C(=C(N2)C(F)(F)F)C=2C=NN(C2)CC(C(F)(F)F)(F)F)=O)C1